2-chloro-4-[[1-methyl-5-[3-(trifluoromethyl)-1H-pyrazol-4-yl]imidazole-2-carbonyl]amino]benzoic acid methyl ester COC(C1=C(C=C(C=C1)NC(=O)C=1N(C(=CN1)C=1C(=NNC1)C(F)(F)F)C)Cl)=O